5-(2-chloro-3-fluoro-4-methoxy-phenyl)-N-[3-chloro-4-[4-[2-(4-hydroxy-4-piperidyl)acetyl]piperazine-1-carbonyl]phenyl]-1-methyl-imidazole-2-carboxamide formate C(=O)O.ClC1=C(C=CC(=C1F)OC)C1=CN=C(N1C)C(=O)NC1=CC(=C(C=C1)C(=O)N1CCN(CC1)C(CC1(CCNCC1)O)=O)Cl